2-acetoxyl-N-[3-[3-(1-piperidylmethyl)phenoxy]propyl]acetamide O(C(=O)C)CC(=O)NCCCOC1=CC(=CC=C1)CN1CCCCC1